3-[1-(4-methylmorpholin-2-yl)ethoxy]isonicotinonitrile CN1CC(OCC1)C(C)OC1=C(C#N)C=CN=C1